1-[(4-Methyl-quinazoline-2-yl)methyl]-3-methyl-7-(2-butyne-1-yl)-8-[(2-amino-2-methyl-propyl)-methylamino]-xanthine CC1=NC(=NC2=CC=CC=C12)CN1C(=O)N(C=2N=C(N(C2C1=O)CC#CC)N(C)CC(C)(C)N)C